COC1=C(C=NC=C1)C1=CC2=C(C(=N1)C)C=NN2C2=CC(=CC(=N2)NC2CCN(CC2)S(=O)(=O)C)N2[C@@H]([C@H](C2)CS(=O)(=O)C)C 6-(6-(4-methoxypyridin-3-yl)-4-methyl-1H-pyrazolo[4,3-c]pyridin-1-yl)-4-((2R,3S)-2-methyl-3-((methylsulfonyl)methyl)azetidin-1-yl)-N-(1-(methylsulfonyl)piperidin-4-yl)pyridin-2-amine